(R)-2-((6-(tert-butyl)pyrimidin-4-yl)amino)-4-(((R)-2-methoxypropyl)(4-(5,6,7,8-tetrahydro-1,8-naphthyridin-2-yl)butyl)amino)butanoic acid C(C)(C)(C)C1=CC(=NC=N1)N[C@@H](C(=O)O)CCN(CCCCC1=NC=2NCCCC2C=C1)C[C@@H](C)OC